4-amino-7-chloro-N,1-dimethyl-N-((4S)-7-(trifluoromethyl)-3,4-dihydro-1H-2-benzopyran-4-yl)-1H-pyrazolo[4,3-c]quinoline-8-carboxamide NC1=NC=2C=C(C(=CC2C2=C1C=NN2C)C(=O)N([C@@H]2COCC1=C2C=CC(=C1)C(F)(F)F)C)Cl